N=1C=NN2C1C=CC(=C2)C2=CC(=C1C(=N2)C(N(C1C1=C(C=CC(=C1)F)Cl)CC1=CC=C(C=C1)OC)=O)Cl 2-([1,2,4]triazolo[1,5-a]pyridin-6-yl)-4-chloro-5-(2-chloro-5-fluorophenyl)-6-(4-methoxybenzyl)-5,6-dihydro-7H-pyrrolo[3,4-b]pyridin-7-one